4-(3-methoxy-4-{[2-(trifluoromethyl)phenyl]methoxy}phenyl)-3-methyl-2H,4H,5H,6H,7H-pyrazolo[3,4-b]pyridin-6-one COC=1C=C(C=CC1OCC1=C(C=CC=C1)C(F)(F)F)C1C=2C(NC(C1)=O)=NNC2C